NC(CCCCNC(CCCCCNC(CCCCC1SC[C@@H]2NC(N[C@@H]21)=O)=O)=O)C(=O)NN N-(5-amino-6-hydrazinyl-6-oxohexyl)-6-(5-((3aS,6aR)-2-oxohexahydro-1H-thieno[3,4-d]imidazol-4-yl)pentanamido)hexanamide